2-(((2-methoxyethyl)amino)methyl)aniline COCCNCC1=C(N)C=CC=C1